ClCC1=CC=2NC(N(C(C2S1)=O)CC)=O 6-(chloromethyl)-3-ethyl-1H-thieno[3,2-d]pyrimidine-2,4-dione